ClC1=C(C(=CC=2C(=CCCC12)C=1C=NC(=NC1)F)C#N)OCCCl 4-chloro-3-(2-chloroethoxy)-8-(2-fluoropyrimidin-5-yl)-5,6-dihydronaphthalene-2-carbonitrile